C(C)(C)(C)C1C(CCCC1)CC(=O)O.C(C)(=O)OC1C(CCCC1)C(C)(C)C o-tert-butylcyclohexyl acetate (2-(tert-butyl) cyclohexyl acetate)